8-(1,1'-biphenyl-4-yl)-4-{3-[2-(N-phenyl-9H-carbazol-3-yl)-9H-carbazole-9-yl]phenyl}benzofuro[3,2-d]pyrimidine C1(=CC=C(C=C1)C=1C=CC2=C(C1)C=1N=CN=C(C1O2)C2=CC(=CC=C2)N2C1=CC=CC=C1C=1C=CC(=CC21)C=2C=CC=1N(C3=CC=CC=C3C1C2)C2=CC=CC=C2)C2=CC=CC=C2